Isobutyl 3-(1-((1-(3-chloro-4-phenoxybenzyl)piperidin-4-yl)methyl)-1H-1,2,3-triazol-4-yl)-5-fluoro-1H-indole-2-carboxylate ClC=1C=C(CN2CCC(CC2)CN2N=NC(=C2)C2=C(NC3=CC=C(C=C23)F)C(=O)OCC(C)C)C=CC1OC1=CC=CC=C1